CC1=C(C2=C(C(=C(C(=C2C=C1)N)N)C)C)C tetramethyl-naphthalenediamine